[4-(tert-butoxycarbonyl)phenoxy]phenol C(C)(C)(C)OC(=O)C1=CC=C(OC2=C(C=CC=C2)O)C=C1